C[Si](CC(CC(=O)NC=1C=CC=C2C=CC=NC12)CC1=CC=C(C=C1)[N+](=O)[O-])(C1=CC=CC=C1)C 4-[Dimethyl(phenyl)silyl]-3-(4-nitrobenzyl)-N-(quinolin-8-yl)butanamide